COC=1C(=CC2=CN(N=C2C1)C1CCC(CC1)NC(CC)=O)C(=O)O 6-Methoxy-2-((1r,4r)-4-(N-methylacetylamino)cyclohexyl)-2H-indazole-5-carboxylic acid